ClC(C[C@H]1CC(N(C1)CC1=C(N=C2SC(=NN21)COC)C(F)(F)F)=O)(F)F 4R-(2-chloro-2,2-difluoroethyl)-1-{[2-(methoxymethyl)-6-(trifluoromethyl)imidazo[2,1-b][1,3,4]thiadiazol-5-yl]methyl}pyrrolidin-2-one